C1(CC1)C(=O)NC1=NC=C(C(=O)NC([2H])([2H])[2H])C(=C1)NC1=CN(C=2N=CN(C(C21)=O)[C@@H](C(F)(F)F)C)C |o1:30| (R*)-6-(cyclopropanecarboxamido)-N-(methyl-d3)-4-((7-methyl-4-oxo-3-(1,1,1-trifluoropropan-2-yl)-4,7-dihydro-3H-pyrrolo[2,3-d]pyrimidin-5-yl)amino)nicotinamide